4-(4-(piperazin-1-ylmethyl)phenylamino)-2-(thiophen-3-yl)pyrimido[4,5-d]pyridazin-5(6H)-one hydrochloride Cl.N1(CCNCC1)CC1=CC=C(C=C1)NC1=NC(=NC=2C=NNC(C21)=O)C2=CSC=C2